FC(C1=C(CBr)C=C(C=C1)C(F)(F)F)(F)F 2,5-bis(trifluoromethyl)benzyl bromide